CN(C)C1=CC=C(C=C1)C(=N)C2=CC=C(C=C2)N(C)C The molecule is a member of the class of imines that is benzophenone imine carrying two dimethylamino substituents at positions 4 and 4'. The hydrochloride salt is the biological stain 'auramine O' It has a role as a fluorochrome and a histological dye. It is an imine, a tertiary amino compound and a substituted aniline. It is a conjugate base of an auramine O(1+).